(S*)-7-((2-methoxy-1-(pyrimidin-2-yl)ethyl)amino)-6-(6-methoxy-1H-imidazo[4,5-c]-pyridin-2-yl)-2-methyl-2H-pyrazolo[4,3-b]pyridin-5(4H)-one COC[C@H](C1=NC=CC=N1)NC=1C=2C(NC(C1C=1NC3=C(C=NC(=C3)OC)N1)=O)=CN(N2)C |o1:3|